CN1C(C2=CC=CC=C2CC1)(C#N)C1=CC=CC=C1 2-Methyl-1-phenyl-1,2,3,4-tetrahydroisoquinoline-1-carbonitrile